[Si](C)(C)(C(C)(C)C)OCCOC1=C(C=C2C(=CC=NC2=C1)OC1=C(C=C(C=C1F)NC(=O)C=1C=NC=CC1OC)F)OC N-{4-[(7-{2-[(tert-butyldimethylsilyl)oxy]ethoxy}-6-methoxyquinolin-4-yl)oxy]-3,5-difluorophenyl}-4-methoxypyridine-3-carboxamide